FC1(C(CC1)(F)F)C(F)(F)F 1,2,2-TRIFLUORO-1-TRIFLUOROMETHYLCYCLOBUTANE